3-[3-(DIMETHYLAMINO)PHENOXY]PENTANOIC ACID CN(C=1C=C(OC(CC(=O)O)CC)C=CC1)C